chloro-4-o-tolyl-nicotinic acid ClC1=C(C(=O)O)C(=CC=N1)C1=C(C=CC=C1)C